C(C)(C)(C)OC(NC/C(=C\F)/COC1=CC(=C(C=C1)C#N)F)=O (E)-(2-((4-cyano-3-fluorophenoxy)methyl)-3-fluoroallyl)carbamic acid tert-butyl ester